OCC(C#N)(C)C1=CC=2N(C=C1)C=CN2 3-hydroxy-2-imidazo[1,2-a]pyridin-7-yl-2-methyl-propanenitrile